ClC=1C(=C(C(=CC1)F)[C@@H](NC(=O)[C@H]1C[C@@H]2[C@@H](NC(O2)=O)C1)C12CCC(CC1)(C2)F)F (3aS,5R,6aR)-N-((S)-(3-chloro-2,6-difluorophenyl)(4-fluoro-bicyclo[2.2.1]hept-1-yl)methyl)-2-oxohexahydro-2H-cyclopenta[d]oxazole-5-carboxamide